C1(CC1)NC(CN(C(C(C=1C=NC=CC1)N(C(=O)[C@@H]1N(C[C@@H](C1)OC)C(=O)OCC1=CC=CC=C1)C1=CC=C(C=C1)S(F)(F)(F)(F)F)=O)C)=O benzyl (2R,4R)-2-[[2-[[2-(cyclopropylamino)-2-oxo-ethyl]-methyl-amino]-2-oxo-1-(3-pyridyl)ethyl]-[4-(pentafluoro-λ6-sulfanyl) phenyl]carbamoyl]-4-methoxy-pyrrolidine-1-carboxylate